(3R)-1-[2-[5-bromo-2-[8-chloro-4-oxo-5-(trifluoromethyl)chromen-2-yl]phenoxy]ethyl]pyrrolidine-3-carboxylic acid BrC=1C=CC(=C(OCCN2C[C@@H](CC2)C(=O)O)C1)C=1OC2=C(C=CC(=C2C(C1)=O)C(F)(F)F)Cl